FC1=C(C=C(C=C1)C#CC(=O)NCC1=CC(=CC=C1)OC)OC 3-(4-fluoro-3-methoxyphenyl)-N-(3-methoxybenzyl)propiolamide